ClC=1C=NC(=C(C(=O)NC2CCC(CC2)CN2C(N(C3=C2C=CC=C3)C=3C=NC(=CC3)N3CCOCC3)=O)C1)C(F)(F)F 5-chloro-N-((1r,4r)-4-((3-(6-morpholinopyridin-3-yl)-2-oxo-2,3-dihydro-1H-benzo[d]imidazol-1-yl)methyl)cyclohexyl)-2-(trifluoromethyl)nicotinamide